3-amino-2-[4-(2-methoxyethoxy)phenyl]-N-[3-(1H-pyrazol-4-yl)-1H-indol-7-yl]propionamide NCC(C(=O)NC=1C=CC=C2C(=CNC12)C=1C=NNC1)C1=CC=C(C=C1)OCCOC